COC=1C=C(C=CC1OC)C(=O)C1=CC(=CC=C1)N1CC(C1)O (3,4-dimethoxyphenyl)(3-(3-hydroxyazetidin-1-yl)phenyl)methanone